CC12CCN(C(CC3=C1C=C(C=C3)O)C2C)CC=C(C)C 1,2,3,4,5,6-hexahydro-6,11-dimethyl-3-(3-methyl-2-butenyl)-2,6-methano-3-benzazocin-8-ol